perfluorobutyl-sulfonic acid triphenyl-sulfonium salt C1(=CC=CC=C1)[S+](C1=CC=CC=C1)C1=CC=CC=C1.FC(C(C(C(F)(F)F)(F)F)(F)F)(S(=O)(=O)[O-])F